N-[[3-(2-methyl-1-oxoisoquinolin-4-yl)phenyl]methyl]methanesulfonamide CN1C(C2=CC=CC=C2C(=C1)C=1C=C(C=CC1)CNS(=O)(=O)C)=O